4-((S)-1-((R)-4-((4'-carbamoyl-5-hydroxy-2'-methyl-[1,1'-biphenyl]-3-yl)methyl)morpholine-3-carboxamido)ethyl)-2-hydroxybenzoic acid C(N)(=O)C1=CC(=C(C=C1)C1=CC(=CC(=C1)O)CN1[C@H](COCC1)C(=O)N[C@@H](C)C1=CC(=C(C(=O)O)C=C1)O)C